2-[3-bromo-6-(trifluoromethyl)-2-pyridinyl]-3H-quinazolin-4-one BrC=1C(=NC(=CC1)C(F)(F)F)C1=NC2=CC=CC=C2C(N1)=O